ClC1=NC=CC(=C1[Si](C)(C)C)Cl 2,4-dichloro-3-(trimethylsilyl)pyridine